2-oxo-2-((1-(thiazol-2-yl)ethyl)(6-(trifluoromethyl)-2,3-dihydrobenzofuran-3-yl)amino)acetic acid O=C(C(=O)O)N(C1COC2=C1C=CC(=C2)C(F)(F)F)C(C)C=2SC=CN2